FC(CC(C(=O)NC1=NC=CC(=C1)C1=C(C2=NC(=CC(=C2N1)C)F)C1=NC=CC=C1)C1=CC=C(C=C1)F)F (-)-4,4-difluoro-N-{4-[5-fluoro-7-methyl-3-(pyridin-2-yl)-1H-pyrrolo[3,2-b]pyridin-2-yl]pyridin-2-yl}-2-(4-fluorophenyl)butanamide